[4-[[3-(2,3-difluoro-4-methoxyphenyl)imidazo[1,2-a]pyrazin-8-yl]amino]-2-methylphenyl]-[4-[(2S,4R)-4-hydroxypyrrolidine-2-carbonyl]piperazin-1-yl]methanone FC1=C(C=CC(=C1F)OC)C1=CN=C2N1C=CN=C2NC2=CC(=C(C=C2)C(=O)N2CCN(CC2)C(=O)[C@H]2NC[C@@H](C2)O)C